(2R)-N-(4-cyclopropyl-2-fluoro-phenyl)-N-[2-[(4,4-difluorocyclohexyl)amino]-2-oxo-1-[4-(trifluoromethyl)-3-pyridyl]ethyl]-2-(hydroxymethyl)azetidine-1-carboxamide C1(CC1)C1=CC(=C(C=C1)N(C(=O)N1[C@H](CC1)CO)C(C(=O)NC1CCC(CC1)(F)F)C=1C=NC=CC1C(F)(F)F)F